CNC1=C2C(=NC=C1[N+](=O)[O-])C=CS2 n-methyl-6-nitrothieno[3,2-b]pyridin-7-amine